C(=N)C1=NNOC=C1 formiminooxadiazine